FC(CO)F 2,2-difluoro-ethanol